1-(9-Butyl-1-methyl-beta-carbolin-6-yl)-3-(4-(trifluoromethyl)phenyl)urea C(CCC)N1C2=CC=C(C=C2C=2C=CN=C(C12)C)NC(=O)NC1=CC=C(C=C1)C(F)(F)F